(R,E)-N-(3-fluoro-4-(1-methylcyclopropyl)benzylidene)-2-methylpropane-2-sulfinamide FC=1C=C(\C=N\[S@](=O)C(C)(C)C)C=CC1C1(CC1)C